FC1=CC=CC2=C1CN(C1=C(COC2)C=C(C=2N1C=NN2)C2CCN(CC2)C(=O)OC)C(=O)OC(C)(C)C tert-butyl 12-fluoro-4-(1-(methoxycarbonyl)piperidin-4-yl)-8,13-dihydro-[1,2,4]triazolo[4',3':1,6]pyrido[3,2-c]benzo[g][1,5]oxazonine-14(6H)-carboxylate